(R)-(3-fluorophenyl)((2R,5S)-5-(4-methoxybenzyl)pyrrolidin-2-yl)methanol FC=1C=C(C=CC1)[C@@H](O)[C@@H]1N[C@@H](CC1)CC1=CC=C(C=C1)OC